4,5-Dibromo-3-nitropyridine BrC1=C(C=NC=C1Br)[N+](=O)[O-]